C(CCCCCCC)(=O)OCCC(CCC(CCC(CCCCC)CCSCC(CCCC)OC(CCCCCCC)=O)N(C)CCCCO)CCCCC 6-((4-Hydroxybutyl)(methyl)amino)-9-(2-((2-(octanoyloxy)hexyl)thio)ethyl)-3-pentyltetradecyl octanoate